(R)-N-((1R,2R)-1-(3-chloro-4-((tetrahydro-2H-pyran-4-yl)oxy)phenyl)-1-hydroxy-3-(pyrrolidin-1-yl)propan-2-yl)-1-(naphthalen-2-yl)pyrrolidine-3-carboxamide ClC=1C=C(C=CC1OC1CCOCC1)[C@H]([C@@H](CN1CCCC1)NC(=O)[C@H]1CN(CC1)C1=CC2=CC=CC=C2C=C1)O